(4-methylphenyl)sulfonyl chloride CC1=CC=C(C=C1)S(=O)(=O)Cl